vitamin C phosphate salt P(=O)(O)(O)O.OC=1[C@H](OC(C1O)=O)[C@H](CO)O